C1(CC1)S(=O)(=O)N hydrogen (cyclopropanesulfonamide)